N-(1-(tert-butyl)-5,7-difluoro-1H-benzo[d]imidazol-2-yl)-4,4,4-trifluoro-3,3-dimethylbutanamide C(C)(C)(C)N1C(=NC2=C1C(=CC(=C2)F)F)NC(CC(C(F)(F)F)(C)C)=O